methyl 3-[5-({1-[(2E)-2-(aminomethyl)-3-fluoroprop-2-en-1-yl]-5-oxo-1,5-dihydro-4H-1,2,4-triazol-4-yl}methyl)thiophen-2-yl]-5-fluorobenzoate hydrochloride Cl.NC/C(/CN1N=CN(C1=O)CC1=CC=C(S1)C=1C=C(C(=O)OC)C=C(C1)F)=C\F